1-(3,3,3-trifluoropropyl)-1H-1,2,4-triazole-5-carboxylic acid FC(CCN1N=CN=C1C(=O)O)(F)F